4,4'-dinitro-2,2'-bipyridyl [N+](=O)([O-])C1=CC(=NC=C1)C1=NC=CC(=C1)[N+](=O)[O-]